5-aminopimeloyl phosphonate P1(OC(CCCC(CC(=O)O1)N)=O)=O